C(C)(C)(C)OC(N[C@H](CN)CC1=CC(=C(C=C1)C(NC)=O)F)=O (S)-(1-amino-3-(3-fluoro-4-(methylcarbamoyl)phenyl)propan-2-yl)carbamic acid tert-butyl ester